1,2-dicyclohexyl-disulfane C1(CCCCC1)SSC1CCCCC1